COC=1C=C(CN(C2=CC=C(COCCOC=3C=C(N(C)C)C=CC3)C=C2)CC2=CC(=CC=C2)N2CCCC2)C=CC1 3-(2-(4-((3-methoxybenzyl)(3-(pyrrolidin-1-yl)benzyl)amino)benzyloxy)ethoxy)-N,N-dimethylaniline